C(C)OC(=O)C=1C(=NN(C1)C1OCCCC1)OCC1=CC=C(C=C1)OC 3-((4-methoxybenzyl)oxy)-1-(tetrahydro-2H-pyran-2-yl)-1H-pyrazole-4-carboxylic acid ethyl ester